(4R,6r)-6-methoxy-1-methyl-2-azaspiro[3.3]heptane-2-thiocarboxylic acid O-tert-butyl ester C(C)(C)(C)OC(=S)N1C(C2(C1)CC(C2)OC)C